N1CCC(CC1)C=1SC2=C(N1)C=CC(=C2)C(=O)NC2CCOCC2 2-(piperidin-4-yl)-N-(tetrahydro-2H-pyran-4-yl)benzo[d]thiazole-6-carboxamide